FC(C1=C(C(=CC(=C1)C)OC)C=1C=CC=2C(=NC(=CN2)C2CN(CCC2)C)N1)F 6-[2-(difluoromethyl)-6-methoxy-4-methyl-phenyl]-3-[1-methyl-3-piperidyl]pyrido[2,3-b]pyrazine